(R)-3-amino-2-methyl-4-phenyl-1-butanol NC([C@H](CO)C)CC1=CC=CC=C1